ClC1=CC=C(C(=N1)C(=O)NS(=O)(=O)C)N[C@H](C)C=1C=C(C=C2C(N(C(=NC12)N1CCC(CC1)C=1C=NC(=CC1)OC)C)=O)C (R)-6-chloro-3-((1-(2-(4-(6-methoxypyridin-3-yl)piperidin-1-yl)-3,6-dimethyl-4-oxo-3,4-dihydroquinazolin-8-yl)ethyl)amino)-N-(methylsulfonyl)picolinamide